C(CCCCCCCCCCCCC)(=O)O.C(CCCCCCCCCCCCC)(=O)O.CC(=O)C acetone dimyristate